2,3-dimethylolbutenoic acid C(O)C(C(=O)O)=C(C)CO